C(C)OC(=O)C1=CN(C2=C(N=CC=C2C1=O)C1=CC(=CC(=C1)Cl)Cl)CC1=CC=C(C=C1)OC.S1C(=CC=C1)C1=C(C=C(C=C1)CNC)NS(=O)(=O)C=1SC=CC1 N-(2-(thiophen-2-yl)-5-((methylamino)methyl)phenyl)thiophene-2-sulfonamide ethyl-8-(3,5-dichlorophenyl)-1-[(4-methoxyphenyl)methyl]-4-oxo-1,7-naphthyridine-3-carboxylate